CC1=CC=C(C=C1)S(=O)(=O)N1C=C(C=2C1=NC=C(C2)C(NCC=2C=NC=CC2)=O)C=2C=C1C(=C(C=NC1=CC2)[N+](=O)[O-])NC2CCC(CC2)NC(OC(C)(C)C)=O tert-Butyl N-[4-({6-[1-(4-methylbenzenesulfonyl)-5-[(pyridin-3-ylmethyl)carbamoyl]-1H-pyrrolo[2,3-b]pyridin-3-yl]-3-nitroquinolin-4-yl}amino)cyclohexyl]carbamate